(methylcyclopentadienyl)tris(diethylamino)titanium CC1(C=CC=C1)[Ti](N(CC)CC)(N(CC)CC)N(CC)CC